p-chlorocyclohexanone ClC1CCC(CC1)=O